4-(6-(6-(Difluoromethyl)imidazo[1,2-b]pyridazin-3-yl)pyrimidin-4-yl)morpholine FC(C=1C=CC=2N(N1)C(=CN2)C2=CC(=NC=N2)N2CCOCC2)F